NC=1N=C(C2=C(N1)C=NN2CC=2C=CC(=C1C=CC=NC21)C2CCN(CC2)C(=O)OC(C)(C)C)N[C@H](CCO[Si](C2=CC=CC=C2)(C2=CC=CC=C2)C(C)(C)C)CCC tert-butyl (S)-4-(8-((5-amino-7-((1-((tert-butyldiphenylsilyl)oxy)hexan-3-yl)amino)-1H-pyrazolo[4,3-d]pyrimidin-1-yl)methyl)-quinolin-5-yl)piperidine-1-carboxylate